2-(hydroxymethylene)-5-(4-trifluoromethylphenyl)cyclohexane-1,3-dione OC=C1C(CC(CC1=O)C1=CC=C(C=C1)C(F)(F)F)=O